tert-butyl (2R,5S)-4-(7-(4-chloropyridin-2-yl)-5-(trifluoromethyl)-7H-pyrrolo[2,3-d]pyrimidin-4-yl)-2,5-dimethylpiperazine-1-carboxylate ClC1=CC(=NC=C1)N1C=C(C2=C1N=CN=C2N2C[C@H](N(C[C@@H]2C)C(=O)OC(C)(C)C)C)C(F)(F)F